SC(C(=O)OCC)C Ethyl mercaptopropionate